3-[[3-[2-[[(4R)-2-(aminomethyl)-4-fluoro-1-methyl-pyrrolidin-2-yl]methoxy]-7-chloro-8-fluoro-pyrido[4,3-d]pyrimidin-4-yl]-3,8-diazabicyclo[3.2.1]octan-1-yl]methoxy]propanoic acid NCC1(N(C[C@@H](C1)F)C)COC=1N=C(C2=C(N1)C(=C(N=C2)Cl)F)N2CC1(CCC(C2)N1)COCCC(=O)O